methyl (1r,4R)-4-(3-chloroanilino)-5',6'-difluoro-2'-{(2R)-3-[(4-methoxyphenyl)methoxy]-2-methylpropyl}spiro[cyclohexane-1,1'-indene]-4-carboxylate ClC=1C=C(NC2(CCC3(C(=CC4=CC(=C(C=C34)F)F)C[C@H](COCC3=CC=C(C=C3)OC)C)CC2)C(=O)OC)C=CC1